Pentamethylcyclopentadienyl-(1-pentyl-5,6-dimethylindenyl)hafnium CC1=C(C(=C(C1([Hf]C=1C(C2=CC(=C(C=C2C1)C)C)CCCCC)C)C)C)C